di-n-octadecyl-3,5-di-tert-butyl-4-hydroxybenzyl phosphate, calcium salt [Ca+2].P(=O)(OC(C1=CC(=C(C(=C1)C(C)(C)C)O)C(C)(C)C)(CCCCCCCCCCCCCCCCCC)CCCCCCCCCCCCCCCCCC)([O-])[O-]